ethyl 2-(2-bromo-4-(6-((4-cyano-2-fluorobenzyl) oxy) pyridin-2-yl) benzyl)-1-(2-methoxyethyl)-1H-benzo[d]imidazole-6-carboxylate BrC1=C(CC2=NC3=C(N2CCOC)C=C(C=C3)C(=O)OCC)C=CC(=C1)C1=NC(=CC=C1)OCC1=C(C=C(C=C1)C#N)F